ClC=1C(=NC(=NC1)NC1CCOCC1)C1=CC=C2CN(C(C2=C1)=O)CC(N1CC2=CC=C(C=C2CC1)C1=NC=CC=N1)=O 6-{5-chloro-2-[(Oxan-4-yl)amino]pyrimidin-4-yl}-2-{2-oxo-2-[6-(pyrimidin-2-yl)-1,2,3,4-tetrahydroisoquinolin-2-yl]ethyl}-2,3-dihydro-1H-isoindol-1-one